NC1=CC=C(C=C1)C(C)(C)C1=CC(=CC=C1)C(C)(C)C1=CC=C(C=C1)N 1,3-bis[2-(4-aminophenyl)-2-propyl]benzene